CC(CCCCCCCCC)C1SC[C@H](N1)C(=O)OCC ethyl (±)-(4R)-2-(undecan-2-yl)thiazolidine-4-carboxylate